1-{2-[(1H-1,3-Benzodiazol-2-ylmethyl)amino]ethyl}-N-{5H,6H,7H-cyclopenta[b]pyridin-7-yl}-1H-pyrazole-4-carboxamide N1C(=NC2=C1C=CC=C2)CNCCN2N=CC(=C2)C(=O)NC2CCC=1C2=NC=CC1